CC1=C(C=C(C=C1)C(C)C)O 2-methyl-5-isopropylphenol